4-Bromo-7-fluoro-1,3-dihydro-2H-benzo[d]imidazol-2-one BrC1=CC=C(C=2NC(NC21)=O)F